FC1=CC=C(OC=2C=C(C=O)C=CC2)C=C1 3-(4-fluorophenoxy)benzaldehyde